ClC1=CC=C(C=C1)NS(=O)(=O)C1=CC=C(C=C1)NC(C1=CC(=CC=C1)C(F)(F)F)=O N-(4-(N-(4-chlorophenyl)sulfamoyl)phenyl)-3-(trifluoromethyl)benzamide